3-(4,4,5,5-tetramethyl-1,3,2-dioxaborolan-2-yl)-4-(trifluoromethyl)benzaldehyde CC1(OB(OC1(C)C)C=1C=C(C=O)C=CC1C(F)(F)F)C